2-(4,5,5-trimethyl-2(5H)-furanylidene)-propanedinitrile CC1=CC(OC1(C)C)=C(C#N)C#N